FC1=C(C=NN1)C(=O)N 5-fluoropyrazole-4-carboxamide